ClC1=C(C2=C(C(=N1)C(=O)OC)CCC2)Cl Methyl 3,4-dichloro-6,7-dihydro-5H-cyclopenta[c]pyridine-1-carboxylate